[Pd+2].P(=O)([O-])([O-])[O-].[Mg+2] magnesium phosphate palladium